3-[4-(1-methyl-1H-indol-5-yl)phenyl]-5-(trifluoromethyl)-4,5-dihydro-1,2-oxazol-5-ol CN1C=CC2=CC(=CC=C12)C1=CC=C(C=C1)C1=NOC(C1)(O)C(F)(F)F